FC1=CC=C(C=C1)C1=CC(=NC=C1[N+](=O)[O-])N1CCC2(C(N3[C@H](O2)CC[C@H]3C3=CC=CC=C3)=O)CC1 (5'S,7a'R)-1-[4-(4-fluorophenyl)-5-nitropyridin-2-yl]-5'-phenyltetrahydro-3'H-spiro[piperidine-4,2'-pyrrolo[2,1-b][1,3]oxazol]-3'-one